N[C@@H](CNC(=O)C1=NC(=CN=C1)C=1NC2=CC=CC=C2C1C)C1CC1 (R)-N-(2-amino-2-cyclopropylethyl)-6-(3-methyl-1H-indol-2-yl)pyrazine-2-carboxamide